acrylic acid 3-methyl-1-adamantyl ester CC12CC3(CC(CC(C1)C3)C2)OC(C=C)=O